4-ETHYLPHENYL SULFATE S(=O)(=O)(OC1=CC=C(C=C1)CC)[O-]